AZA-IMIDAZOPYRIDINE N1N=NC2=C1C=CC=N2